2-(((2R,3R,4R,5R)-5-(6-amino-9H-purin-9-yl)-4-fluoro-3-hydroxy-tetrahydrofuran-2-yl)methoxy)-2-benzylmalonic acid NC1=C2N=CN(C2=NC=N1)[C@H]1[C@@H]([C@@H]([C@H](O1)COC(C(=O)O)(C(=O)O)CC1=CC=CC=C1)O)F